ClC1=CC=C(CN2C(=CC=3C2=NC=C(C3)C(C)C)CC(C(=O)OCC)(C)C)C=C1 ethyl 3-(1-(4-chlorobenzyl)-5-isopropyl-1H-pyrrolo[2,3-b]pyridin-2-yl)-2,2-dimethylpropionate